N-(2-Hydroxy-2-methylpropyl)-2'-methyl-6-[4-(trifluoromethoxy)phenyl][2,5'-bipyrimidin] OC(CN1C(=NC=CC1C1=CC=C(C=C1)OC(F)(F)F)C=1C=NC(=NC1)C)(C)C